CN1C(C(NC2=CC(=CC=C12)[N+](=O)[O-])=O)=O 1-methyl-6-nitroquinoxaline-2,3(1h,4h)-dione